CC1=CC(=CC(=N1)NC1=NN=CN1C(C1=CC=CC=C1)(C1=CC=CC=C1)C1=CC=CC=C1)C(F)(F)F 6-methyl-4-(trifluoromethyl)-N-[4-(triphenylmethyl)-4H-1,2,4-triazol-3-yl]pyridin-2-amine